benzo[b]thiophen-7-yl-(4-methylpiperazin-1-yl)methanone S1C2=C(C=C1)C=CC=C2C(=O)N2CCN(CC2)C